O=C1NC=CC1 2-oxo-1,2-dihydro-pyrrole